C(C)OC(=O)C=1N=C2N(C=C(C=C2OC)Br)C1 6-bromo-8-methoxyimidazo[1,2-a]pyridine-2-carboxylic acid ethyl ester